[Si](C1=CC=CC=C1)(C1=CC=CC=C1)(C(C)(C)C)OC[C@@]12[C@@H]([C@H]([C@@H]3OC(O[C@@H]31)(C)C)N3C(=CC1=C3N=CN=C1Cl)C)C2 7-((3aR,3bR,4aS,5R,5aS)-3b-(((tert-Butyldiphenylsilyl)oxy)methyl)-2,2-dimethylhexahydrocyclopropa[3,4]cyclopenta[1,2-d][1,3]dioxol-5-yl)-4-chloro-6-methyl-7H-pyrrolo[2,3-d]pyrimidine